2-chloro-N-(2-(2,6-dioxopiperidin-3-yl)-1,3-dioxoisoindolin-5-yl)-3-(hydroxymethyl)benzenesulfonamide ClC1=C(C=CC=C1CO)S(=O)(=O)NC=1C=C2C(N(C(C2=CC1)=O)C1C(NC(CC1)=O)=O)=O